COC=1C(C(=C(C(C1OC)=O)C)CCCCCCCCCCO)=O 2,3-dimethoxy-5-methyl-6-(10-hydroxydecyl)-1,4-benzoquinone